ClC1=NC(=NC(=N1)C1=C(C(=C(C(=C1[2H])[2H])[2H])[2H])[2H])C1=CC2=CC=C(C=C2C=C1)C1=CC=CC=C1 2-chloro-4-(phenyl-d5)-6-(6-phenylnaphthalen-2-yl)-1,3,5-triazine